N-(6-((4-(aminomethyl)-1H-pyrazol-1-yl)methyl)-5-fluoro-4-methoxybenzo[d]isoxazol-3-yl)-5-ethyl-2-methoxybenzenesulfonamide hydrochloride Cl.NCC=1C=NN(C1)CC1=CC2=C(C(=NO2)NS(=O)(=O)C2=C(C=CC(=C2)CC)OC)C(=C1F)OC